(E)-2-cyano-3-cyclopropylpropan-2-enoic acid C(#N)/C(/C(=O)O)=C\C1CC1